1-(7Z,10Z,13Z,16Z-docosatetraenoyl)-2-heptadecanoyl-glycero-3-phospho-(1'-sn-glycerol) CCCCCCCCCCCCCCCCC(=O)O[C@H](COC(=O)CCCCC/C=C\C/C=C\C/C=C\C/C=C\CCCCC)COP(=O)(O)OC[C@H](CO)O